2-cyclopropyl-4-((1-(6-(trifluoromethyl)pyridin-3-yl)pyrrolidin-3-yl)methoxy)pyrimidin C1(CC1)C1=NC=CC(=N1)OCC1CN(CC1)C=1C=NC(=CC1)C(F)(F)F